2,5-dibromo-1,4-benzenedicarboxaldehyde BrC1=C(C=C(C(=C1)C=O)Br)C=O